3-(8-bromo-2,2-dimethyl-2H-chromen-6-yl)-N-(4-hydroxyphenyl)acrylamide BrC=1C=C(C=C2C=CC(OC12)(C)C)C=CC(=O)NC1=CC=C(C=C1)O